oxaphospha-cyclohexan-6-one O1PCCCC1=O